(3R,4R)-N-(5-(3-(tert-butoxy)-5-fluorophenyl)-1-(trifluoromethyl)-1H-pyrazol-3-yl)-1-(2,4-dimethoxybenzyl)-4-methyl-5-oxopyrrolidine-3-carboxamide C(C)(C)(C)OC=1C=C(C=C(C1)F)C1=CC(=NN1C(F)(F)F)NC(=O)[C@H]1CN(C([C@@H]1C)=O)CC1=C(C=C(C=C1)OC)OC